CN(C1=CC2=C(C=N1)N=C(N2)C2=C(C=1C(NC2=O)=CN(N1)C)N[C@@H](CC)C1=NC=CC=N1)C (S)-6-(6-(dimethylamino)-1H-imidazo[4,5-c]pyridin-2-yl)-2-methyl-7-((1-(pyrimidin-2-yl)propyl)amino)-2H-pyrazolo[4,3-b]pyridin-5(4H)-one